NC=1C=C(C(=NC1)C1=NOC(=N1)CCCCCC(=O)OCC)Cl Ethyl 6-[3-(5-amino-3-chloropyridin-2-yl)-1,2,4-oxadiazol-5-yl]hexanoate